FC=1C=C(C=CC1)C=1C2=C(C(=NC1)OC)N=C(S2)NC(=O)N2CC1(CC2)CCOCC1 8-Oxa-2-aza-spiro[4.5]decane-2-carboxylic acid [7-(3-fluoro-phenyl)-4-methoxy-thiazolo[4,5-c]pyridin-2-yl]-amide